Cl.COC(C(C(CS(=O)(=O)C1CC1)N)CCC1=CC=CC=C1)=O 3-amino-4-(cyclopropylsulfonyl)-2-phenethyl-butyric acid methyl ester hydrochloride